Benzyl (((1R,6S,7S)-3-(6-bromo-1,5-naphthyridin-2-yl)-7-(2-fluorophenyl)-3-azabicyclo[4.1.0]heptan-7-yl)methyl)carbamate BrC=1N=C2C=CC(=NC2=CC1)N1C[C@H]2[C@@]([C@H]2CC1)(C1=C(C=CC=C1)F)CNC(OCC1=CC=CC=C1)=O